(3Z)-1-chloro-13,13-dimethoxy-3-tridecene ClCC\C=C/CCCCCCCCC(OC)OC